2-methyl-3,5-dihydroxypyridin-4-one CC1=NC=C(C(C1O)=O)O